4-methyl-7-((2-methyl-4-(4-(trifluoromethyl)piperidin-1-yl)phenyl)amino)-2H-benzo[b][1,4]oxazin-3(4H)-one CN1C2=C(OCC1=O)C=C(C=C2)NC2=C(C=C(C=C2)N2CCC(CC2)C(F)(F)F)C